C(C)OC(C=C(CCC=C(C)C)C)OCC 1,1-Diethoxy-3,7-dimethyl-2,6-octadiene